tert-butyl 6-amino-1H-pyrazolo[4,3-c]pyridine-1-carboxylate NC1=CC2=C(C=N1)C=NN2C(=O)OC(C)(C)C